R-porphyrin C12=CC=C(N1)C=C1C=CC(=N1)C=C1C=CC(N1)=CC=1C=CC(N1)=C2